tert-Butyl (2S,3R,6R)-3-(((3-(difluoromethyl)-5-(trifluoromethyl)pyridin-2-yl)amino)methyl)-2,6-dimethylmorpholine-4-carboxylate FC(C=1C(=NC=C(C1)C(F)(F)F)NC[C@H]1N(C[C@H](O[C@H]1C)C)C(=O)OC(C)(C)C)F